C1(CCCCC1)CNCCCCCN N-(cyclohexylmethyl)pentane-1,5-diamine